C[C@@H]1N(C2=CC=CC=C2[C@@H](C1)NC1CCC(CC1)NS(=O)(=O)CCNC(OCC1=CC=CC=C1)=O)C(CC)=O |o1:1,9| Benzyl (2-(N-(4-(((2S*,4R*)-2-methyl-1-propionyl-1,2,3,4-tetrahydroquinolin-4-yl)amino)cyclohexyl)sulfamoyl)ethyl)carbamate